1-(5-isoquinolinsulfonyl)homopiperazine C1=NC=CC=2C(=CC=CC12)S(=O)(=O)N1CCNCCC1